ClC1=C(C=C2C=C(N=CC2=C1)NC(=O)[C@@H]1CC(OCC1)(C)C)[C@@H]1CC[C@@H](CC1)N1C[C@H](CC1)F (4S)-N-(7-chloro-6-(cis-4-((S)-3-fluoropyrrolidin-1-yl)cyclohexyl)isoquinolin-3-yl)-2,2-dimethyltetrahydro-2H-pyran-4-carboxamide